copper-silver-niobium [Nb].[Ag].[Cu]